C1(CC1)C1=CC(=CC(=N1)N1C=NC2=C(C1=O)NC(=C2)CNCCOC)C2=C(C=C(C=C2)F)N2N=NC=C2CF 3-[6-cyclopropyl-4-[4-fluoro-2-[5-(fluoromethyl)triazol-1-yl]phenyl]pyridin-2-yl]-6-[(2-methoxyethylamino)methyl]-5H-pyrrolo[3,2-d]pyrimidin-4-one